imino(methane) N=C